tert-butyl (3S,5S)-3-[[4-[4-[(4-amino-2-methyl-1-naphthyl)oxy]thiazol-5-yl]pyrimidin-2-yl]amino]-5-fluoro-piperidine-1-carboxylate NC1=CC(=C(C2=CC=CC=C12)OC=1N=CSC1C1=NC(=NC=C1)N[C@@H]1CN(C[C@H](C1)F)C(=O)OC(C)(C)C)C